FC1=C(C=CC(=C1F)OC=1C2=C(N=CN1)C=C(C(=N2)OC)OCCOC)NC(=O)C2(CC2)C(=O)NC2=CC=C(C=C2)F 1-N'-[2,3-difluoro-4-[6-methoxy-7-(2-methoxyethoxy)pyrido[3,2-d]pyrimidin-4-yl]oxyphenyl]-1-N-(4-fluorophenyl)cyclopropane-1,1-dicarboxamide